(but-3-en-1-yl)-1H-imidazole-2-carboxylic acid ethyl ester C(C)OC(=O)C=1N(C=CN1)CCC=C